(R)-5-(5-(3,3-difluorocyclobutyl)-7-(2-fluorophenoxy)-3-isobutyl-2-methyl-1,1-dioxido-2,3,4,5-tetrahydrobenzo[f][1,2,5]thiadiazepin-8-yl)-2-fluorobenzoic acid FC1(CC(C1)N1C[C@H](N(S(C2=C1C=C(C(=C2)C=2C=CC(=C(C(=O)O)C2)F)OC2=C(C=CC=C2)F)(=O)=O)C)CC(C)C)F